N(N)CC=1C=C(C=CC1)O 3-(Hydrazinomethyl)phenol